C(C)(=O)OCNC(COC=1C=C(C=C(C(=O)OC)C1)C(=O)OC)=O dimethyl 5-(2-((acetoxymethyl)amino)-2-oxoethoxy)isophthalate